tyrosine orthophosphate P(=O)(O)(O)OC1=CC=C(C[C@H](N)C(=O)O)C=C1